FC1=CC=C(C=C1)N1N=NC=2[C@@H](N([C@@H](CC21)C)C=O)C ((4S,6R)-1-(4-fluorophenyl)-4,6-dimethyl-6,7-dihydro-1H-[1,2,3]triazolo[4,5-c]pyridin-5(4H)-yl)methanone